C1=C(C=CC2=CC=CC=C12)C1C2=C(C(OC1)CN)C=CS2 1-(7-(naphthalen-2-yl)-6,7-dihydro-4H-thieno[3,2-c]pyran-4-yl)methylamine